6-(3-fluoro-piperidin-4-yl)-2-methyl-3-(4-methoxybenzyl)-6,7-dihydro-pyrrolo[3,4-b]pyridin-5-one hydrochloride Cl.FC1CNCCC1N1CC2=NC(=C(C=C2C1=O)CC1=CC=C(C=C1)OC)C